FC(OC1=CC=CC=2C(N([C@H]3C=4N([C@@H](C21)C3)C3=C(N4)C=CC(=C3)C#CC(CC(F)(F)F)O)C([2H])([2H])[2H])=O)F (7R,14R)-1-(difluoromethoxy)-6-(methyl-d3)-11-(5,5,5-trifluoro-3-hydroxypent-1-yn-1-yl)-6,7-dihydro-7,14-methanobenzo[f]benzo[4,5]imidazo[1,2-a][1,4]diazocin-5(14H)-one